1-((2R)-4-((Z)-1,2-dimethyl-4-(((R)-1-(2-methyl-3-(trifluoromethyl)-phenyl)ethyl)imino)-1,4-dihydropyrido[3,4-d]pyrimidin-6-yl)-4-hydroxy-2-methylpiperidin-1-yl)ethan-1-one CN1C(=N\C(\C2=C1C=NC(=C2)C2(C[C@H](N(CC2)C(C)=O)C)O)=N/[C@H](C)C2=C(C(=CC=C2)C(F)(F)F)C)C